1,5-dihydroxy-1,2,3,4-tetrahydronaphthalene OC1CCCC2=C(C=CC=C12)O